C(CCCCCCCCCCCCCCCCCCCCCCCCCCCCCCCCCC)O pentatriacontanol